4'-Heptyl-4-biphenylcarbonitrile C(CCCCCC)C1=CC=C(C=C1)C1=CC=C(C=C1)C#N